NC1=NC=C(C=C1O[C@H](C)C=1C=C(C=NC1)NC(C1=C(C(=CC=C1)C)Cl)=O)Cl (R)-N-(5-(1-((2-Amino-5-chloropyridin-3-yl)oxy)ethyl)pyridin-3-yl)-2-chloro-3-methylbenzamid